azatricyclo[7.3.1.05,13]trideca-1(13),5,7,9,11-pentaene C1=2NCCC3=CC=CC(=CC=C1)C23